IC1=CC=C(C=C1)SC1=NC(=NC2=CC=C(C=C12)C)C(F)(F)F ((4-iodophenyl)thio)-6-methyl-2-(trifluoromethyl)quinazoline